C1(CCC1)C1=NOC(=N1)CC1CCNCC1 3-Cyclobutyl-5-(piperidin-4-ylmethyl)-1,2,4-oxadiazole